N1(CCCCC1)C1CCC(CC1)CN (4-(piperidin-1-yl)cyclohexan-1-yl)methylamine